[Si](OCC)(OCC)(OCC)OCC tetra-ethyl OrthoSilicate